C(C)(C)(C)NCCOC(C(=C)C)=O.C(#N)C=1C=C2C(=CC=NC2=CC1)NC=1C=C(C(=O)NC2=CC=C(C=C2)NC2=CC=NC=C2)C=CC1 3-((6-cyanoquinolin-4-yl)amino)-N-(4-(pyridin-4-ylamino)phenyl)benzamide 2-(tert-butylamino)ethyl-methacrylate